N-(5-chloro-6-(2H-1,2,3-triazol-2-yl)pyridin-3-yl)-1-(2-methoxypyridin-3-yl)-5-(trisFluoromethyl)-1H-pyrazole-4-carboxamide ClC=1C=C(C=NC1N1N=CC=N1)NC(=O)C=1C=NN(C1C(F)(F)F)C=1C(=NC=CC1)OC